Fluoro-1,2,3,4,5,6,7,7a-octahydro-4aH-4,12-methanobenzofuro[3,2-e]isoquinolin-4a-ol FC1CNC2C3(CCCC4C13C1=C(O4)C=CC=C1C2)O